I.C(C1=CC=CC=C1)N(C(=N)N)N 1-benzyl-aminoguanidine hydroiodide